(S)-N-(1-(5-((5,6-Dimethyl-2,3-dihydro-1H-inden-2-yl)amino)pyridin-2-yl)-2,2,2-trifluoroethyl)-N-methyltetrahydro-2H-thiopyran-4-carboxamide 1,1-dioxide CC=1C=C2CC(CC2=CC1C)NC=1C=CC(=NC1)[C@@H](C(F)(F)F)N(C(=O)C1CCS(CC1)(=O)=O)C